CN1N=CC=C1C1C(CC1)C=1NC(C2=C(N1)N(N=C2C#N)[C@@H](C)C=2C=NC(=CC2)C(F)(F)F)=O 6-(2-(1-methyl-1H-pyrazol-5-yl)cyclobutyl)-4-oxo-1-((S)-1-(6-(trifluoromethyl)pyridin-3-yl)ethyl)-4,5-dihydro-1H-pyrazolo[3,4-d]pyrimidine-3-carbonitrile